1-(2-(4'-(2-(1H-pyrazol-1-yl)ethoxy)-[1,1'-biphenyl]-4-yl)propan-2-yl)-3-(4-methyl-1-azabicyclo[3.2.2]non-4-yl)urea N1(N=CC=C1)CCOC1=CC=C(C=C1)C1=CC=C(C=C1)C(C)(C)NC(=O)NC1(CCN2CCC1CC2)C